O=C(C[C@@H](CC1=C(C=C(C(=C1)F)F)F)N)N1CC=2N(CC1)C(=NN2)C(F)(F)F 7-[1-oxo-(3R)-3-amino-4-(2,4,5-trifluorophenyl)butyl]-3-trifluoromethyl-5,6,7,8-tetrahydro-1,2,4-triazolo[4,3-a]pyrazine